1-(6-(2,2-Difluorobenzo[d][1,3]dioxol-5-yl)-4-((2R,3S)-2-methyl-3-((methylsulfonyl)methyl)azetidin-1-yl)pyridin-2-yl)-6-(4-methoxypyridin-3-yl)-4-methyl-1H-pyrazolo[4,3-c]pyridine FC1(OC2=C(O1)C=CC(=C2)C2=CC(=CC(=N2)N2N=CC=1C(=NC(=CC12)C=1C=NC=CC1OC)C)N1[C@@H]([C@H](C1)CS(=O)(=O)C)C)F